2-(1-(difluoromethyl)cyclobutyl)-N-(4-(6-fluoro-3,4-dihydroisoquinolin-2(1H)-yl)-2,6-Dimethylphenyl)acetamide FC(C1(CCC1)CC(=O)NC1=C(C=C(C=C1C)N1CC2=CC=C(C=C2CC1)F)C)F